C(C)(C)(C)[Si](C)(C)OC=1C(=C2CC[C@@](OC2=C(C1C)C)(C)CCC=C(F)F)C (R)-tert-butyl((2-(4,4-difluorobut-3-en-1-yl)-2,5,7,8-tetramethylchroman-6-yl)oxy)dimethylsilane